boron nitrogen phenanthrene C1=CC=CC=2C3=CC=CC=C3C=CC12.[N].[B]